BrC=1C=C(C(=NC1)N1CCC(CC1)CCN1CCN(CC1)C=1C=C2C(N(C(C2=CC1)=O)C1C(NC(CC1)=O)=O)=O)C(F)(F)F 5-[4-[2-[1-[5-bromo-3-(trifluoromethyl)-2-pyridinyl]-4-piperidinyl]ethyl]piperazin-1-yl]-2-(2,6-dioxo-3-piperidinyl)isoindoline-1,3-dione